Tert-butyl (R)-(3H-spiro[benzofuran-2,4'-piperidin]-3-yl)carbamate N1CCC2(CC1)OC1=C([C@H]2NC(OC(C)(C)C)=O)C=CC=C1